tert-Butyl 8-cyano-2,2-dimethyl-2,3-dihydrobenzo[f][1,4]oxazepine-4(5H)-carboxylate C(#N)C1=CC2=C(CN(CC(O2)(C)C)C(=O)OC(C)(C)C)C=C1